dibutyl pimelate C(CCCCCC(=O)OCCCC)(=O)OCCCC